COC1=C(C=CC(=C1)N1CCOCC1)S(=O)(=O)NC=1OC(=NN1)C1=CN=CS1 2-methoxy-4-morpholino-N-(5-(thiazol-5-yl)-1,3,4-oxadiazol-2-yl)benzenesulfonamide